C1(=O)C(=O)NNN1 TRIAZOLIDINEDIONE